tert-butyl ((1-(2,2-difluorobenzo[d][1,3]dioxole-5-carbonyl)piperidin-4-yl)methyl)carbamate FC1(OC2=C(O1)C=CC(=C2)C(=O)N2CCC(CC2)CNC(OC(C)(C)C)=O)F